C(CCCCCC)C(C(=O)OCC(COC(C(CCCCCCC)CCCCCCC)=O)N1CC2(C1)CCN(CC2)CCCCCO)CCCCCCC 2-(7-(5-hydroxypentyl)-2,7-diazaspiro[3.5]nonan-2-yl)propane-1,3-diyl bis(2-heptylnonanoate)